COC=1C=C(C=CC1)C=1SC=CN1 2-(3-methoxyphenyl)thiazole